ClC=1C=NC(=NC1)N1C[C@H]([C@H](CC1)C1C[C@H]2CC[C@@H](C1)N2C(=O)OC(C)(C)C)O tert-butyl (1R,3s,5S)-3-((3S,4R)-1-(5-chloropyrimidin-2-yl)-3-hydroxypiperidin-4-yl)-8-azabicyclo[3.2.1]octane-8-carboxylate